3-(5-formylpyridin-3-yl)phenyl cyclohexylcarbamate C1(CCCCC1)NC(OC1=CC(=CC=C1)C=1C=NC=C(C1)C=O)=O